4,4',4''-benzene-1,3,5-triyl-tribenzoate C1(=CC(=CC(=C1)C1=CC=C(C(=O)[O-])C=C1)C1=CC=C(C(=O)[O-])C=C1)C1=CC=C(C(=O)[O-])C=C1